C1OCC12CC(C2)OC2=C(C=CC=C2)C2CCN(CC2)[C@H]2CC1(CN(C1)C=1C=NC=NC1)CC2 (R)-6-(4-(2-((2-oxaspiro[3.3]heptan-6-yl)oxy)phenyl)piperidin-1-yl)-2-(pyrimidin-5-yl)-2-azaspiro[3.4]octane